C(C1=CC=CC=C1)C=1C(=C(C(=C(C1)CC1=CC=CC=C1)CC1=CC=CC=C1)CC1=CC=CC=C1)CC1=CC=CC=C1 penta-benzyl-benzene